5,6-Dimethyl-8,9-dihydro-7H-pyrrolo[4,3-f]quinoxaline-8-carboxylic acid-2-methylpropan-2-yl ester CC(C)(C)OC(=O)N1CC2=C(C=3N=CC=NC3C(=C2C)C)C1